[Cu].[Ni].[Sb].[Sn] tin-antimony-nickel-copper